BrCC(C(CCCOC(C)(C#C)C)(C)C1=CC(=CC=C1)Br)=O 1-bromo-3-(3-bromophenyl)-3-methyl-6-((2-methylbut-3-yn-2-yl)oxy)hexan-2-one